S(=O)(=O)=C1C(=NC=C1)C(=O)[O-] sulfonyl-pyrrole-2-carboxylate